[2-(3-cyclopropylpyrazol-1-yl)-4-(5-methyl-4H-1,2,4-triazol-3-yl)phenyl]-[4-(trifluoromethyl)piperidin-1-yl]methanone C1(CC1)C1=NN(C=C1)C1=C(C=CC(=C1)C1=NN=C(N1)C)C(=O)N1CCC(CC1)C(F)(F)F